N1=C(C=C(C=C1C(=O)[O-])C(=O)[O-])C(=O)[O-].[Nd+3] Neodymium pyridine-2,4,6-tricarboxylate